C(C)[S@@](=O)(=N)C=1C=C(C=NC1C1=NC2=C(C=NC(=C2)C(F)(F)F)N1C)C1(CC1)C#N (S)-1-[5-(ethylsulfonimidoyl)-6-[3-methyl-6-(trifluoromethyl)imidazo[4,5-c]pyridin-2-yl]-3-pyridyl]cyclopropanecarbonitrile